C(C1=CC=CC=C1)OCC[C@H]1CC(C(N1)=O)(CC)CC (R)-5-(2-(benzyloxy)ethyl)-3,3-diethyl-pyrrolidin-2-one